N-((4-chlorophenyl)(methyl)(oxo)-λ6-sulfaneylidene)-2-(6-(5-(trifluoromethyl)-1,2,4-oxadiazol-3-yl)imidazo[1,2-a]pyridin-2-yl)acetamide ClC1=CC=C(C=C1)S(=NC(CC=1N=C2N(C=C(C=C2)C2=NOC(=N2)C(F)(F)F)C1)=O)(=O)C